FC(C=1C=C(C(=C(C#N)C1)F)OC1=C(N=CN(C1=O)CC1=C(N=C(NC1=O)C)C)[C@@H](C)F)F |o1:29| (R) or (S)-5-(difluoromethyl)-3-((1-((2,4-dimethyl-6-oxo-1,6-dihydropyrimidin-5-yl)methyl)-4-(1-fluoroethyl)-6-oxo-1,6-dihydropyrimidin-5-yl)oxy)-2-fluorobenzonitrile